PYRROLIDIN-1-YL-ACETIC ACID N1(CCCC1)CC(=O)O